Cl.COC(C[C@@H](C(C)(C)C)N)=O (S)-3-amino-4,4-dimethylvaleric acid methyl ester hydrochloride